FC=1C=C(N)C=CC1OC1=CC(=NC=C1)C=1C=NN(C1)C 3-fluoro-4-((2-(1-methyl-1H-pyrazol-4-yl)pyridin-4-yl)oxy)aniline